BrC1=CC=C(C=C1)/C=C(/C(=O)O)\C (E)-3-(4-bromophenyl)-2-methylacrylic acid